COC1=C(C(=CC=C1)OC)N1C(=NN=C1C=1C=NC=CC1)NS(=O)(=O)[C@H]([C@@H](C1=NC=C(C=N1)C)OCC)C (1r,2s)-N-(4-(2,6-dimethoxyphenyl)-5-(3-pyridyl)-4H-1,2,4-triazol-3-yl)-1-ethoxy-1-(5-methyl-2-pyrimidinyl)-2-propanesulfonamide